amino butenoate C(C=CC)(=O)ON